S1C=NC2=C1CN(C2)C(=O)NC2=CC=C(C=C2)C21CCC(CC2)(CC1)C(=O)O 4-(4-(5,6-dihydro-4H-pyrrolo[3,4-d]thiazole-5-carboxamido)phenyl)bicyclo[2.2.2]octane-1-carboxylic acid